C(C1=CC=CC=C1)N1C(C(CCCC1)N)=O N-benzyl-amino-caprolactam